(1R,3S)-3-[3-({[5-methoxy-2-(methylsulfonyl) phenyl]acetyl} amino)-1H-pyrazol-5-yl]cyclopentyl tert-butylcarbamate C(C)(C)(C)NC(O[C@H]1C[C@H](CC1)C1=CC(=NN1)NC(CC1=C(C=CC(=C1)OC)S(=O)(=O)C)=O)=O